N1(N=NN=C1)CCN 2-(1H-tetrazol-1-yl)ethan-1-amine